4-[2-[[2-Benzo[b]thien-3-yl-9-(1-methylethyl)-9H-purin-6-yl]amino]ethyl]phenol S1C2=C(C(=C1)C1=NC(=C3N=CN(C3=N1)C(C)C)NCCC1=CC=C(C=C1)O)C=CC=C2